ClC1=C(C=CC(=C1)F)C(CC(=O)OCC)=O ethyl 3-(2-chloro-4-fluorophenyl)-3-oxopropanoate